5'-chloro-2'-[4-(pyridin-4-yl)piperazine-1-carbonyl]-7',8'-dihydro-6'H-spiro[cyclohexane-1,9'-furo[2,3-f]quinazoline]-7'-one ClC=1C=C2C(=C3C4(NC(NC13)=O)CCCCC4)OC(=C2)C(=O)N2CCN(CC2)C2=CC=NC=C2